FC=1C=C(C#N)C=CC1C(=O)N1CC2(C1)CC(C2)N(C=2C1=C(N=CN2)NC=C1)C 3-fluoro-4-(6-(methyl(7H-pyrrolo[2,3-d]pyrimidin-4-yl)amino)-2-azaspiro[3.3]heptane-2-carbonyl)benzonitrile